C(C\C=C\CC)(=O)OC1=C(C=CC=C1)C1SCCCS1 (E)-2-(1,3-dithian-2-yl)phenyl hex-3-enoate